(S)-5-(4-(2,2-dimethylcyclopentyl)phenyl)-7-oxo-4,7-dihydropyrazolo[1,5-a]pyrimidine-3-carboxylic acid ethyl ester C(C)OC(=O)C=1C=NN2C1NC(=CC2=O)C2=CC=C(C=C2)[C@@H]2C(CCC2)(C)C